N[C@@H](C(=O)N[C@@H](CCCC1=CC=CC=C1)B1OC(C(O1)(C)C)(C)C)CCC(=O)N1CCOCC1 (R)-2-amino-5-morpholino-5-oxo-N-((R)-4-phenyl-1-(4,4,5,5-tetramethyl-1,3,2-dioxaborolan-2-yl)butyl)pentanamide